heptanoic acid cyanomethyl ester C(#N)COC(CCCCCC)=O